2-chloro-N6-2-isopentenyl-adenine ClC1=NC(=C2NC=NC2=N1)NCC=C(C)C